5-cyclopropyl-3-(2,6-dichlorophenyl)-1,2-oxazole-4-carbonyl chloride C1(CC1)C1=C(C(=NO1)C1=C(C=CC=C1Cl)Cl)C(=O)Cl